3-((13S,15S,Z)-3-chloro-16-(hydroxymethylene)-13-methyl-17-oxo-7,8,9,11,12,13,14,15,16,17-decahydro-6H-cyclopenta[a]phenanthren-15-yl)-N-(3-fluoropyridin-2-yl)propanamide ClC=1C=CC=2C3CC[C@@]4(C(\C(\[C@H](C4C3CCC2C1)CCC(=O)NC1=NC=CC=C1F)=C/O)=O)C